N1N=CC=2C1=NC(=NC2)N[C@H](C(=O)O)CCCCCCCC2=NC=1NCCCC1C=C2 (S)-2-((1H-pyrazolo[3,4-d]pyrimidin-6-yl)amino)-9-(5,6,7,8-tetrahydro-1,8-naphthyridin-2-yl)nonanoic acid